3-(6-acetamido-3-pyridyl)-N-(4-fluoro-3-methoxy-phenyl)-N-methyl-pyrazolo[1,5-a]pyridine-5-carboxamide C(C)(=O)NC1=CC=C(C=N1)C=1C=NN2C1C=C(C=C2)C(=O)N(C)C2=CC(=C(C=C2)F)OC